OCC(C)=O hydroxy-2-propanone